C(C)(=O)OC(COC(\C=C\C1=CC=C(C=C1)O)=O)COC(\C=C\C1=CC(OC)=C(O)C=C1)=O 2-acetyl-1-coumaroyl-3-feruloylglycerol